C(C)S(=O)C=1C(=NC=C(C1)C(F)(F)F)C#N 3-ethylsulfinyl-5-(trifluoromethyl)pyridine-2-carbonitrile